(R)-3-(4,5-dichloro-2-vinyl-1H-imidazol-1-yl)-10-methyl-9,10,11,12-tetrahydro-8H-[1,4]diazepino[5',6':4,5]thieno[3,2-f]quinolin-8-one ClC=1N=C(N(C1Cl)C1=NC=2C=CC3=C(C2C=C1)C1=C(S3)C(N[C@@H](CN1)C)=O)C=C